[4-[2-(1,4-oxazepan-2-yl)-3H-imidazo[4,5-b]pyridin-7-yl]-1-piperidyl]-[4-(trifluoromethoxy)phenyl]methanone O1C(CNCCC1)C1=NC=2C(=NC=CC2C2CCN(CC2)C(=O)C2=CC=C(C=C2)OC(F)(F)F)N1